N1C(=CC=C1)/C=C/C(=O)OCC#N Cyanomethyl (E)-3-(1H-pyrrol-2-yl)acrylate